OCC(C1=CC=C(C=C1)C(F)(F)F)NC(CCC1=NC=2C(=NC=CC2)N1CC1=CC=C(C=C1)OC(F)(F)F)=O N-[2-Hydroxy-1-(4-trifluoromethyl-phenyl)-ethyl]-3-[3-(4-trifluoromethoxybenzyl)-3H-imidazo[4,5-b]pyridin-2-yl]-propionamid